2-[3-chloro-4-(2,6-dioxo-3-piperidyl)phenyl]acetaldehyde ClC=1C=C(C=CC1C1C(NC(CC1)=O)=O)CC=O